water ammonium sulfate S(=O)(=O)([O-])[O-].[NH4+].O.[NH4+]